1-(6-o-methylbenzoyl-9-ethylcarbazole-3-yl)-(3-cyclopentyl)-propane-1,2-dione-2-oxime benzoate C(C1=CC=CC=C1)(=O)O.CC1=C(C(=O)C=2C=C3C=4C=C(C=CC4N(C3=CC2)CC)C(C(CC2CCCC2)=NO)=O)C=CC=C1